2-[9-(5-fluoro-pyridin-2-yl)-6-oxa-spiro[4.5]decan-9-yl]-6-oxa-spiro[4.5]decan FC=1C=CC(=NC1)C1(CCOC2(CCCC2)C1)C1CC2(CC1)OCCCC2